2-methyl-N-(1H-pyrazolo[3,4-d]pyrimidin-6-yl)-1,2,3,4-tetrahydroisoquinolin-7-amine CN1CC2=CC(=CC=C2CC1)NC1=NC=C2C(=N1)NN=C2